2-(1-(2-oxo-4-(o-tolyl)-2H-pyrano[2,3-b]pyridin-7-yl)pyrrolidin-2-yl)acetamide O=C1C=C(C=2C(=NC(=CC2)N2C(CCC2)CC(=O)N)O1)C1=C(C=CC=C1)C